C(C)(C)(C)OC(=O)N1CC=2N(CC1)C(=NN2)Br 3-bromo-6,8-dihydro-5H-[1,2,4]triazolo[4,3-a]pyrazine-7-carboxylic acid tert-butyl ester